C(C)(C)(C)OC(=O)NCC=1C=C(C=CC1)C1=CC(=CC=2C=C(OC21)\C(\C)=N/[S@](=O)C(C)(C)C)COC2=C(C=CC=C2)CC(=O)OCC (+)-(R,Z)-ethyl 2-(2-((7-(3-(((tert-butoxycarbonyl)amino)methyl)phenyl)-2-(1-((tert-butylsulfinyl)imino)ethyl)benzofuran-5-yl)methoxy)phenyl)acetate